C(C=C)(=O)NC1C=C(CCC1)C1=C2C(=C(NC2=C(C=C1F)C(=O)N)C)Cl 4-(3-acrylamidocyclohex-1-en-1-yl)-3-chloro-5-fluoro-2-methyl-1H-indole-7-carboxamide